FC1=CC(=CC2=C1N(N=N2)C)OC2=C(C=C(C=C2)NC=2C1=C(N=CN2)C=CC(=N1)N1CCNCC1)C N-(4-((7-fluoro-1-methyl-1H-benzo[d][1,2,3]triazol-5-yl)oxy)-3-methylphenyl)-6-(piperazin-1-yl)pyrido[3,2-d]pyrimidin-4-amine